N-[(1R)-1-[2-(methylamino)pyridin-4-yl]ethyl]propionamide CNC1=NC=CC(=C1)[C@@H](C)NC(CC)=O